2-azidophenyldiazonium N(=[N+]=[N-])C1=C(C=CC=C1)[N+]#N